7-dimethylamino-1-methyl-4-methoxy-8-azaquinolinone perchlorate Cl(=O)(=O)(=O)O.CN(C1=CC=C2C(=CC(N(C2=N1)C)=O)OC)C